tert-butyl 5-amino-4-(5-bromo-4-nitro-1-oxoisoindolin-2-yl)-5-oxopentanoate NC(C(CCC(=O)OC(C)(C)C)N1C(C2=CC=C(C(=C2C1)[N+](=O)[O-])Br)=O)=O